2-hydroxy-2-(2-methoxyphenyl)propionic acid OC(C(=O)O)(C)C1=C(C=CC=C1)OC